bis-(4-isocyanato-3-methylcyclohexyl)methane N(=C=O)C1C(CC(CC1)CC1CC(C(CC1)N=C=O)C)C